(S)-2-(3,3-diethylureido)-4-(phenethyl(4-(5,6,7,8-tetrahydro-1,8-naphthyridin-2-yl)butyl)amino)butanoic acid C(C)N(C(N[C@H](C(=O)O)CCN(CCCCC1=NC=2NCCCC2C=C1)CCC1=CC=CC=C1)=O)CC